(2'S,7R)-2,3-dichloro-2'-methyl-1'-[[1-(2-methylsulfonylethyl)pyrazol-4-yl]methyl]spiro[4,5-dihydrothieno[2,3-c]pyran-7,4'-piperidine]-4-ol ClC1=C(C2=C(S1)[C@@]1(C[C@@H](N(CC1)CC=1C=NN(C1)CCS(=O)(=O)C)C)OCC2O)Cl